1-(2,3-dihydroxypropyl)-4-methylpiperidine OC(CN1CCC(CC1)C)CO